O[C@H]1CN(CC[C@@H]1CO)C(=O)OC(C)(C)C |o1:1,6| rel-tert-butyl (3R,4R)-3-hydroxy-4-(hydroxymethyl)piperidine-1-carboxylate